2-ACETYL-3,6-DIMETHYLBENZOIC ACID C(C)(=O)C1=C(C(=O)O)C(=CC=C1C)C